bis(ethane-2,1-diyl) bisphosphonate P1(OCCOP(OCCO1)=O)=O